6-tert-butyl-8-fluoro-2,3-dimethyl-4-quinolinylacetate C(C)(C)(C)C=1C=C2C(=C(C(=NC2=C(C1)F)C)C)CC(=O)[O-]